C(CCC)OC1=CSC(=C1)C1=NC=NC(=C1)NCCN1C(=CC2=C(C=CC(=C12)F)OC)C 3-Butoxy-5-{6-[2-(7-fluoro-4-methoxy-2-methyl-indol-1-yl)-ethylamino]-pyrimidin-4-yl}-thiophen